C(C1=CC=CC=C1)OC(=O)N1CCC(CC1)C1=CC=C(C=C1)N1CCN(CC1)C(=O)OC(C)(C)C tert-butyl 4-(4-{1-[(benzyloxy)carbonyl]piperidin-4-yl}phenyl)piperazine-1-carboxylate